(methyl-sulfonyl)morpholine-3-carboxamide CS(=O)(=O)N1C(COCC1)C(=O)N